6-cyclopentyl-2-[(4-methylpyrimidin-5-yl)amino]pyridine-3-carbonitrile C1(CCCC1)C1=CC=C(C(=N1)NC=1C(=NC=NC1)C)C#N